ethyl-4-bromopyridine C(C)C1=NC=CC(=C1)Br